CC1=CC(=CC2=C1N=C(S2)NC(=O)C2C(C1C=CC2C1)C(=O)O)C 3-[(4,6-dimethyl-1,3-benzothiazol-2-yl)carbamoyl]bicyclo[2.2.1]hept-5-ene-2-carboxylic acid